N-methyl-N,N-didecylammonium tetrakis(perfluoronaphthalen-2-yl)borate FC1=C(C(=C(C2=C(C(=C(C(=C12)F)F)F)F)F)F)[B-](C1=C(C2=C(C(=C(C(=C2C(=C1F)F)F)F)F)F)F)(C1=C(C2=C(C(=C(C(=C2C(=C1F)F)F)F)F)F)F)C1=C(C2=C(C(=C(C(=C2C(=C1F)F)F)F)F)F)F.C[NH+](CCCCCCCCCC)CCCCCCCCCC